N-(1,5-dimethyl-1H-pyrazol-4-yl)-4-methoxypyrimidin-2-amine CN1N=CC(=C1C)NC1=NC=CC(=N1)OC